FC(C=1C=CC=2N(N1)C(=CN2)C2=CC(=NC=N2)N2CC(CCC2)CCO)(F)F 2-(1-(6-(6-(Trifluoromethyl)imidazo[1,2-b]pyridazin-3-yl)pyrimidin-4-yl)piperidin-3-yl)ethan-1-ol